(9-oxoxanthen-2-yl) acetate ((9-oxoxanthen-2-yl) ethanoate) O=C1C2=CC=CC=C2OC=2C=CC(=CC12)CC(=O)O.C(C)(=O)OC1=CC=2C(C3=CC=CC=C3OC2C=C1)=O